COC[N+]1(CCCC1)CC(C)C N-methoxymethyl-N-iso-butylpyrrolidinium